tert-butyl 6-(acetamidomethyl)-8-(4-(trifluoromethyl) phenyl)-3,4-dihydroisoquinoline-2(1H)-carboxylate C(C)(=O)NCC=1C=C2CCN(CC2=C(C1)C1=CC=C(C=C1)C(F)(F)F)C(=O)OC(C)(C)C